C(CCCCCCCCCCCCCCC)(=O)OC[C@@H](OC(CCCCCCC\C=C/CCCCCCCC)=O)CO 1-palmitoyl-2-(9Z-oleoyl)-sn-glycerol